NC=1C=2N(C=C(N1)C(=O)N1CC(C1)(C)C)C(=CN2)C=2C=C1CN(C(C1=C(C2)S(=O)(=O)C)=O)[C@@H](C)C2CC2 (S)-5-(8-Amino-6-(3,3-dimethylazetidine-1-carbonyl)imidazo[1,2-a]pyrazin-3-yl)-2-(1-cyclopropylethyl)-7-(methylsulfonyl)isoindolin-1-one